N-(1,3-benzodioxol-4-ylmethyl)-1-[2-(4-isopropyl-1-piperidyl)-4-pyridyl]ethanamine O1COC2=C1C=CC=C2CNC(C)C2=CC(=NC=C2)N2CCC(CC2)C(C)C